[Si](C)(C)(C(C)(C)C)O[C@@H]1C[C@H]2C(O[C@@H](C1)C2)=O (1S,3R,5R)-3-((tert-butyldimethylsilyl)oxy)-6-oxabicyclo[3.2.1]octan-7-one